OCCOCCNC(=O)C1=CC2=C(N(C(=N2)NC=2SC3=C(N2)C=CC(=C3)C(F)(F)F)C)C=C1 1-Methyl-2-(6-trifluoromethyl-benzothiazol-2-ylamino)-1H-benzoimidazole-5-carboxylic acid [2-(2-hydroxy-ethoxy)-ethyl]-amide